CC1(C2CC(C(C1C)C2)C2CC(CCC2)O)C 3-[5,5,6-trimethylbicyclo[2.2.1]hept-2-yl]cyclohexan-1-ol